1-(tert-butoxycarbonyl)-4-(((6-(4-fluorophenyl)-4-((1-(2-(trifluoromethyl)pyrimidin-5-yl)ethyl)amino)quinazolin-8-yl)oxy)methyl)piperidine-4-carboxylic acid C(C)(C)(C)OC(=O)N1CCC(CC1)(C(=O)O)COC=1C=C(C=C2C(=NC=NC12)NC(C)C=1C=NC(=NC1)C(F)(F)F)C1=CC=C(C=C1)F